C=C1OC(OC1)C 4-Methylen-2-Methyl-1,3-Dioxolan